C(CCCCCCCCCCCCCCCCC)OC[C@@H](O)CO 1-O-octadecyl-sn-glycerol